C(C)OC1=C(C=CC(=N1)[C@@H](CS(=O)(=O)C)N1C(C2=CC(=CC(=C2C1=O)NC(C)=O)F)=O)OC (S)-N-(2-(1-(6-ethoxy-5-methoxypyridin-2-yl)-2-(methylsulfonyl)ethyl)-6-fluoro-1,3-dioxoisoindolin-4-yl)acetamide